S(=O)(=O)(O)CCCOC(C=C)=O.C(CCC)N1C=[N+](C=C1)C 1-butyl-3-methylimidazolium 3-sulfopropyl-acrylate